OCCN1CC(CC1)CNC(=O)C1CCC(CC1)C1=NC(=NO1)C1=CC=C(C=C1)OC (1r,4r)-N-((1-(2-Hydroxyethyl)pyrrolidin-3-yl)methyl)-4-(3-(4-methoxyphenyl)-1,2,4-oxadiazol-5-yl)cyclohexane-1-carboxamide